C12(CC3CC(CC(C1)C3)C2)CC(=O)NCCCCCCCOC2=C(C=C3C(=NC(=NC3=C2)C)N[C@H](C)C=2SC=C(C2)C2=C(C=CC=C2)CNC)OC 2-((3r,5r,7r)-adamantan-1-yl)-N-(7-((6-methoxy-2-methyl-4-(((R)-1-(4-(2-((methylamino)methyl)phenyl)thiophen-2-yl)ethyl)amino)quinazolin-7-yl)oxy)heptyl)acetamide